C(C)N1C(=NC2=C1C(=CC(=C2)C#N)F)C2=CC=1C=3N2C(CN(C3C=CC1)CCCOC)CC 1-Ethyl-2-(3-Ethyl-1-(3-methoxypropyl)-2,3-dihydro-1H-pyrrolo[1,2,3-de]quinoxalin-5-yl)-7-fluoro-1H-benzo[d]imidazole-5-carbonitrile